1-methyl-1,3-propylene glycol CC(CCO)O